O=C1CN(CC(C1)=O)C(=O)OC(C)(C)C tert-Butyl 3,5-dioxopiperidine-1-carboxylate